Behenylpalmitate C(CCCCCCCCCCCCCCCCCCCCC)OC(CCCCCCCCCCCCCCC)=O